OC=1C(=C(C=NC1C)COC1=C(OP(=O)=N[C@H](C(=O)OC2CCCC2)C)C=CC=C1)CO (2S)-Cyclopentyl 2-(((5-hydroxy-4-(hydroxymethyl)-6-methylpyridin-3-yl)methoxy)(phenoxy)phosphorylamino)propanoate